CC=1OC2=C(C1C(=O)N)C=C(C=C2)OCC2=CN=C(S2)C 2-methyl-5-((2-methylthiazol-5-yl)methoxy)benzofuran-3-carboxamide